C(C)(C)(C)OC(NC1CC2=CC=C(C=C2C1)C1CC1)=O (5-cyclopropyl-2,3-dihydro-1H-inden-2-yl)carbamic acid tert-butyl ester